(benzyloxy)-6'-oxo-5',6'-dihydro-[2,3'-bipyridine] C(C1=CC=CC=C1)OC=1C(=NC=CC1)C=1C=NC(CC1)=O